methyl-triazole CC=1N=NNC1